dihydro-coumaroyl-triacetin C(\C=C\C1CC=C(C=C1)O)(=O)CC(OCC(OC(C)=O)COC(C)=O)=O